FC1=C(C=CC(=C1)F)C(CC(=O)NC1(CC1)C1=C(C(=CC=C1)OCC(F)(F)F)F)(C)O 3-(2,4-difluorophenyl)-N-(1-(2-fluoro-3-(2,2,2-trifluoroethoxy)phenyl)-cyclopropyl)-3-hydroxybutanamide